O1CCN(CC1)CC(CCCC(C(=O)O)=N)CC 6-(morpholinomethyl)-2-iminooctanoic acid